CN1N=C(C2=C1C(N(CC2)CC2(CC2)S(N)(=O)=O)=O)C(=O)N 1-methyl-7-oxo-6-((1-sulfamoylcyclopropyl)methyl)-4,5,6,7-tetrahydro-1H-pyrazolo[3,4-c]pyridine-3-carboxamide